C=1(C(=CC=CC1)S(=O)(=O)[O-])S(=O)(=O)OC.[Ca+2].COS(=O)(=O)C=1C(=CC=CC1)S(=O)(=O)[O-] calcium methyl benzenedisulfonate